N-(1,1-Dimethyl-2,3-dihydro-1H-inden-2-yl)-5-(2,2,2-trifluoro-1-(methylamino)ethyl)pyridin-2-amine hydrochloride Cl.CC1(C(CC2=CC=CC=C12)NC1=NC=C(C=C1)C(C(F)(F)F)NC)C